N-(4-((2-(methylthio)phenyl)amino)-5-propionylpyridin-2-yl)cyclopropanecarboxamide CSC1=C(C=CC=C1)NC1=CC(=NC=C1C(CC)=O)NC(=O)C1CC1